pyridin-3-yl(2-(5-(trifluoromethyl)-1,2,4-oxadiazol-3-yl)-6,7-dihydrothieno[3,2-c]pyridin-5(4H)-yl)methanone N1=CC(=CC=C1)C(=O)N1CC2=C(CC1)SC(=C2)C2=NOC(=N2)C(F)(F)F